C1(=CC=CC=C1)C=1C(=C(C=CC1)CCCCCCCCCCCCCCC)OC Phenyl-methoxy-pentadecylbenzene